5-(2-bromo-6-chloro-4-nitro-phenoxy)-1-methyl-benzotriazole BrC1=C(OC2=CC3=C(N(N=N3)C)C=C2)C(=CC(=C1)[N+](=O)[O-])Cl